Cl.CN([C@H]1C[C@H](CC1)N)C=1C2=C(N=CN1)SC(=C2)CC(F)(F)F (1R,3S)-N1-methyl-N1-[6-(2,2,2-trifluoroethyl)thieno[2,3-d]pyrimidin-4-yl]cyclopentane-1,3-diamine hydrochloride